N1,N1',N1''-(Benzene-1,3,5-triyltris(methylene))tris(N3-(3-aminopropyl)propane-1,3-diamine), hydrochloride salt Cl.C1(=CC(=CC(=C1)CNCCCNCCCN)CNCCCNCCCN)CNCCCNCCCN